6-(4-methylfurfurylamino)-9-β-D-arabinofuranosylpurine CC=1C=C(CNC2=C3N=CN(C3=NC=N2)[C@H]2[C@@H](O)[C@H](O)[C@H](O2)CO)OC1